(4-amino-7-chloro-1,3-dihydrofuro[3,4-c]quinolin-8-yl)((3R,4S)-3-ethyl-4-(4-methylphenyl)-1-pyrrolidinyl)methanone NC1=NC=2C=C(C(=CC2C2=C1COC2)C(=O)N2C[C@@H]([C@H](C2)C2=CC=C(C=C2)C)CC)Cl